C(CCC)C(COC(CCCCCN)=O)CCCCCC 6-((2-butyloctyl)oxy)-6-oxohexane-1-amine